N1,N4-bis(benzo[d][1,3]dioxol-5-yl)terephthalamide O1COC2=C1C=CC(=C2)NC(C2=CC=C(C(=O)NC1=CC3=C(OCO3)C=C1)C=C2)=O